C1C=CC=2C(=CC=CC12)N inden-4-amine